4-(((1-(2-fluoroethyl)-1H-1,2,3-triazol-4-yl)methoxy)methyl)benzonitrile FCCN1N=NC(=C1)COCC1=CC=C(C#N)C=C1